C(=C)C1=CC=CC=2NC3=CC=CC=C3C12 4-vinyl-carbazole